C(C)(C)(C)OC(N[C@H]1CO[C@@H](CC1)C(=O)N1CC(C1)OC1=CC=C(C=C1)Cl)=O ((3R,6S)-6-(3-(4-chlorophenoxy)azetidine-1-carbonyl)tetrahydro-2H-pyran-3-yl)carbamic acid tert-butyl ester